trans-methyl 4-((5-fluoro-4-(3-(2-oxopyrrolidin-1-yl)phenyl)pyrimidin-2-yl)amino)cyclohexane-1-carboxylate FC=1C(=NC(=NC1)N[C@@H]1CC[C@H](CC1)C(=O)OC)C1=CC(=CC=C1)N1C(CCC1)=O